I(=O)(=O)[O-].[Li+].C(C)N(C(=O)C1=C(SC=C1)CC=1C(=NC=CC1)OC)CC N,N-diethyl-2-[(2-methoxy-3-pyridinyl)methyl]thiophene-3-carboxamide Lithium iodat